COC(=O)C1=CC=C2C=CN(C2=C1)C#CC1=C(C=C(C=C1)OCC=1C(=NOC1C1CC1)C1=C(C=CC=C1Cl)Cl)Cl ((2-chloro-4-((5-cyclopropyl-3-(2,6-dichlorophenyl)isoxazol-4-yl)methoxy)phenyl)ethynyl)-1H-indole-6-carboxylic acid methyl ester